tert-butyl-4-(tert-amyl)aniline C(C)(C)(C)NC1=CC=C(C=C1)C(C)(C)CC